P(=O)(OC(C)(C)C)(OC(C)(C)C)OCOC1=C(C(=CC(=C1)CCCCC)O)C1CCCC(=C1)C di-tert-butyl (((6-hydroxy-5'-methyl-4-pentyl-1',2',3',4'-tetrahydro-[1,1'-biphenyl]-2-yl)oxy)methyl) phosphate